[Cl-].C(CCCCCCCCCCCCCCCCCCCCC)C[N+](C)(CC(CO)O)CCCN behenyl-aminopropyl-2,3-dihydroxypropyl-dimethyl-ammonium chloride